(1R,5S,6R)-5-((4-nitrobenzoyl)oxy)-7-oxabicyclo[4.1.0]hept-3-ene-3-carboxylic acid ethyl ester C(C)OC(=O)C=1C[C@H]2O[C@H]2[C@H](C1)OC(C1=CC=C(C=C1)[N+](=O)[O-])=O